NCC=1C=C(C=NC1)C1C(NC(CC1)=O)=O 3-(5-(aminomethyl)pyridin-3-yl)piperidine-2,6-dione